FC(C=1OC(=NN1)C=1SC(=CC1)C)F 2-(difluoromethyl)-5-(5-methylthiophene-2-yl)-1,3,4-oxadiazole